((S)-1-(((S)-1-hydroxy-3-((S)-2-oxopyrrolidin-3-yl)propan-2-yl)amino)-4-methyl-1-oxopent-2-yl)carbamic acid 1-phenylbutyl ester C1(=CC=CC=C1)C(CCC)OC(N[C@H](C(=O)N[C@H](CO)C[C@H]1C(NCC1)=O)CC(C)C)=O